N1(N=CC=C1)[C@H]1CN(CC1)C1=C(C(NC2=CC=CC=C12)=O)C#N (R)-4-(3-(1H-pyrazol-1-yl)pyrrolidin-1-yl)-2-oxo-1,2-dihydroquinoline-3-carbonitrile